C(C1=CC=CC=C1)N1C2C(C3C=NC2(C(CC1)C3)C(=O)NCC3=CC=CC=C3)CC3=CC=CC=C3 4-benzyl-8-benzylaminocarbonyl-2-benzyl-4,9-diazatricyclo[5.3.1.03,8]Undec-9-ene